vaccenic acid (Methyl 11-octadecenoate) CC(C(=O)O)CCCCCCCCC=CCCCCCC.C(CCCCCCCCC\C=C\CCCCCC)(=O)O